5-Hydroxy-N-(Isoxazol-4-Yl)-1-Methyl-6-Oxo-2-(Piperidin-1-Yl)-1,6-Dihydropyrimidine-4-Carboxamide OC1=C(N=C(N(C1=O)C)N1CCCCC1)C(=O)NC=1C=NOC1